1,4-DICHLOROBENZENE ClC1=CC=C(C=C1)Cl